8-((2S,5R)-2,5-diethyl-4-(1-(2-methylthiazolo[5,4-b]pyridin-5-yl)ethyl)piperazin-1-yl)-5-methyl-6-oxo-5,6-dihydroimidazo[1,2-b]pyridazine-2-carbaldehyde O-methyl oxime CON=CC=1N=C2N(N(C(C=C2N2[C@H](CN([C@@H](C2)CC)C(C)C2=CC=C3C(=N2)SC(=N3)C)CC)=O)C)C1